C(C)(C)(C)OC(=O)N1CCC(CC1)OC=1C(=CC(=C(C1)C(=O)O)[N+](=O)[O-])C(F)(F)F 5-((1-(tert-butoxycarbonyl)piperidin-4-yl)oxy)-2-nitro-4-(trifluoromethyl)benzeneFormic acid